ClC=1C=C(C=CC1)N1N=C(C2=C1C(N(CC2)C2=C(C=C1CCN(CC1=C2)CCO)F)=O)C(=O)O 1-(3-Chlorophenyl)-6-[6-fluoro-2-(2-hydroxyethyl)-3,4-dihydro-1H-isoquinolin-7-yl]-7-oxo-4,5-dihydropyrazolo[3,4-c]pyridine-3-carboxylic acid